{4-[(4-bromothiophen-3-yloxy)methyl]phenyl}methanol BrC=1C(=CSC1)OCC1=CC=C(C=C1)CO